FC1=CC=C(C=C1)C=1C(NC(C1N(C)C1=CC=C(C=C1)OC)=O)=O 3-(4-fluorophenyl)-4-((4-methoxyphenyl)(methyl)amino)-1H-pyrrole-2,5-dione